O1C=CC2=C1C=CC(=C2)CN2CC1(C2)CC(C1)NC(=O)N1[C@@H](CN(C[C@@H]1C)C1=NC=C(C=N1)C(F)(F)F)C (2R,6S)-N-[2-(1-benzofuran-5-ylmethyl)-2-azaspiro[3.3]heptan-6-yl]-2,6-dimethyl-4-[5-(trifluoromethyl)pyrimidin-2-yl]piperazine-1-carboxamide